O=C1NC(CCC1NC(C1=C(C=CC=C1)F)=O)=O N-(2,6-dioxo-3-piperidyl)-2-fluoro-benzamide